BrC1=NN=C(O1)N1CCC(CC1)C(C(=O)N)OC1=CC(=C(C=C1)Cl)F [1-(5-bromo-1,3,4-oxadiazol-2-yl)piperidin-4-yl]-2-(4-chloro-3-fluorophenoxy)acetamide